5-bromo-2-{3-(pyridin-3-yl)phenyl}-2H-benzotriazole BrC1=CC=2C(=NN(N2)C2=CC(=CC=C2)C=2C=NC=CC2)C=C1